2-methyl-α-methylstyrene CC1=C(C(=C)C)C=CC=C1